Cl.NCC=1C(=CC(=NC1C)N)C 5-(Aminomethyl)-4,6-dimethylpyridine-2-amine hydrochloride